3-[2-[(2R,4S)-2-methyl-4-({4-[methyl(methylimino)oxo-λ6-sulfanyl]phenoxy}methyl)pyrrolidin-1-yl]ethyl]benzonitrile C[C@H]1N(C[C@H](C1)COC1=CC=C(C=C1)S(=O)(=NC)C)CCC=1C=C(C#N)C=CC1